[Sb](Cl)(Cl)Cl.[Sn].Cl hydrochloric acid tin-antimony chloride